CC(=CCC/C(=C\\C(=O)SCCNC(=O)CCNC(=O)[C@@H](C(C)(C)COP(=O)([O-])OP(=O)([O-])OC[C@@H]1[C@H]([C@H]([C@@H](O1)N2C=NC3=C(N=CN=C32)N)O)OP(=O)([O-])[O-])O)/CC(=O)[O-])C The molecule is an acyl-CoA oxoanion arising from deprotonation of phosphate, diphosphate and carboxylic acid functions of 3-(4-methylpent-3-en-1-yl)pent-2-enedioyl-CoA. It is a conjugate base of a 3-(4-methylpent-3-en-1-yl)pent-2-enedioyl-CoA.